4-(1-Methyl-4-(trifluoromethyl)-1H-imidazol-2-yl)benzyl 4-methylbenzenesulfonate CC1=CC=C(C=C1)S(=O)(=O)OCC1=CC=C(C=C1)C=1N(C=C(N1)C(F)(F)F)C